FC(C1=NN=C(O1)C=1C=NC(=NC1)NC1(CCN(CC1)C(=O)OCC1=CC=CC=C1)C1=CC=CC=C1)F Benzyl 4-((5-(5-(difluoromethyl)-1,3,4-oxadiazol-2-yl)pyrimidin-2-yl)amino)-4-phenylpiperidine-1-carboxylate